C=C1CC(OC1)CO 4-methylenetetrahydrofuran-2-yl-methanol